2-(4-(6-((4-Cyano-2-fluorobenzyl)oxy)pyridin-2-yl)-3-fluorobenzyl)-1-((tetrahydrofuran-2-yl)methyl)-1H-benzo[d]imidazol C(#N)C1=CC(=C(COC2=CC=CC(=N2)C2=C(C=C(CC3=NC4=C(N3CC3OCCC3)C=CC=C4)C=C2)F)C=C1)F